The molecule is a steroidal acyl-CoA(4-) oxoanion obtained by deprotonation of the phosphate and diphosphate OH groups of 7alpha-hydroxy-3-oxochol-4-en-24-oyl-CoA; major species at pH 7.3. It is a steroidal acyl-CoA(4-) and a 3-oxo bile acid CoA thioester(4-). It is an enantiomer of a 7beta-hydroxy-3-oxochol-4-en-24-oyl-CoA(4-). C[C@H](CCC(=O)SCCNC(=O)CCNC(=O)[C@@H](C(C)(C)COP(=O)([O-])OP(=O)([O-])OC[C@@H]1[C@H]([C@H]([C@@H](O1)N2C=NC3=C(N=CN=C32)N)O)OP(=O)([O-])[O-])O)[C@H]4CC[C@@H]5[C@@]4(CC[C@H]6[C@H]5[C@@H](CC7=CC(=O)CC[C@]67C)O)C